4-(7-((2,6-diethoxy-4'-fluoro-[1,1'-biphenyl]-4-yl)methyl)-1-oxo-2,7-diazaspiro[3.5]nonan-2-yl)benzoic acid C(C)OC1=C(C(=CC(=C1)CN1CCC2(CN(C2=O)C2=CC=C(C(=O)O)C=C2)CC1)OCC)C1=CC=C(C=C1)F